FC1=CC=C(C=C1)NC=1SC=C(N1)C1=CC=C(C=C1)C N-(4-fluorophenyl)-4-p-tolylthiazol-2-amine